C(C)OC(CC(C=1C=C(C=C(C1F)C)C1=C(C=CC=C1C)F)N)=O 3-amino-3-(2',4-difluoro-5,6'-dimethyl-[1,1'-biphenyl]-3-yl)propionic acid ethyl ester